C1(CC1)C1=CN=NN1 5-cyclopropyl-1H-1,2,3-triazole